7-(4,5-dihydroisoxazol-5-yl)-4-(7-methoxy-1,3-dimethyl-2-oxo-1,2-dihydroquinolin-5-yl)-1-methyl-1,2,3,4-tetrahydroquinoxaline-6-sulfonamide O1N=CCC1C1=C(C=C2N(CCN(C2=C1)C)C1=C2C=C(C(N(C2=CC(=C1)OC)C)=O)C)S(=O)(=O)N